(3R,4R)-1-cyclohexyl-4-{[3-(2,4-difluoro-phenyl)-isoxazole-5-carbonyl]-amino}-piperidine-3-carboxylic acid dimethylamide CN(C(=O)[C@@H]1CN(CC[C@H]1NC(=O)C1=CC(=NO1)C1=C(C=C(C=C1)F)F)C1CCCCC1)C